(2S,12R,12aS)-9-(trifluoromethyl)-1,2,3,5,6,11,12,12a-octahydro-2,12-methanopyrrolo[1',2':1,2]azepino[4,5-b]indole formic acid salt C(=O)O.FC(C1=CC=C2C3=C(NC2=C1)[C@H]1[C@H]2N(CC3)C[C@H](C2)C1)(F)F